CC=1C(=NC=NC1C)N1CCN(CC1)CC=1OC2=C(N1)C(=CC=C2)C(F)(F)F ((4-(5,6-dimethylpyrimidin-4-yl)piperazin-1-yl)methyl)-4-(trifluoromethyl)benzo[d]oxazole